Cl.N[C@@H]1[C@@H]2CC[C@@H](C2)[C@@]12C[C@H](CCC2)CO ((1S,2R,3R,3'S,4R)-3-aminospiro[bicyclo[2.2.1]heptane-2,1'-cyclohexan]-3'-yl)methanol hydrochloride